BrC1=CC=C(N=N1)COC(N[C@H](C)C1=NC=CC=N1)=O (R)-((6-bromopyridazin-3-yl)methyl)(1-(pyrimidin-2-yl)ethyl)carbamate